N=1C=CN2C1C=CC(=C2)C2=CNC=1N=C(N=CC12)NCC1CCN(CC1)C 5-(imidazo[1,2-a]pyridin-6-yl)-N-((1-methylpiperidin-4-yl)methyl)-7H-pyrrolo[2,3-d]pyrimidin-2-amine